N1(C=NC=C1)CCCN(CCC[Si](OCC)(OCC)OCC)CCC[Si](OCC)(OCC)OCC N-(3-(1H-imidazol-1-yl)propyl)-N,N-bis(3-(triethoxysilyl)propyl)amine